C(C)(=O)O[C@H]1O[C@]([C@H]([C@H]1OC(C)=O)OCC1=CC=CC=C1)(CF)COCC1=CC=CC=C1 (2R,3R,4S,5R)-4-(benzyloxy)-5-((benzyloxy)methyl)-5-(fluoromethyl)tetrahydrofuran-2,3-diyl diacetate